O=C(CCSCCNC(CCNC([C@@H](C(COP(OP(OC[C@@H]1[C@H]([C@H]([C@@H](O1)N1C=NC=2C(N)=NC=NC12)O)OP(=O)(O)O)(=O)O)(=O)O)(C)C)O)=O)=O)CC(CC(CCCCC)=O)=O 3,5,7-trioxododecyl-CoA